2-{2-oxo-2-[4-(4-phenylphthalazin-1-yl)piperazin-1-yl]ethyl}-2,3-dihydro-1H-isoindole-1,3-dione O=C(CN1C(C2=CC=CC=C2C1=O)=O)N1CCN(CC1)C1=NN=C(C2=CC=CC=C12)C1=CC=CC=C1